(2R,3S)-1-(((9H-Fluoren-9-yl)methoxy)carbonyl)-3-(pyrimidin-5-ylmethyl)pyrrolidine-2-carboxylic acid C1=CC=CC=2C3=CC=CC=C3C(C12)COC(=O)N1[C@H]([C@H](CC1)CC=1C=NC=NC1)C(=O)O